COC1(CCCCC1)OOC(C)(C)C 1-methoxy-1-t-butylperoxy-cyclohexane